1-(4-{[3-fluoro-5-(trifluoromethyl)phenyl]methyl}pyridin-2-yl)-N-(2-methoxyethyl)-4,5,6,7-tetrahydro-1H-benzotriazol-4-amine FC=1C=C(C=C(C1)C(F)(F)F)CC1=CC(=NC=C1)N1N=NC2=C1CCCC2NCCOC